FC1=C(C(=C(C(=C1[B-](C1=C(C(=C(C(=C1F)F)F)F)F)(C1=C(C(=C(C(=C1F)F)F)F)F)C1=C(C(=C(C(=C1F)F)F)F)F)F)F)F)F.C(CCCCCCC)[NH+](CCCCCCCC)CCCCCCCC trioctylammonium tetrakis(pentafluorophenyl)borate